N,N,N',N'-tetra(4-methoxyphenyl)benzidine COC1=CC=C(C=C1)N(C1=CC=C(C=C1)C1=CC=C(N(C2=CC=C(C=C2)OC)C2=CC=C(C=C2)OC)C=C1)C1=CC=C(C=C1)OC